C(C)(=O)O[C@H]1[C@@H](O[C@@H]([C@@H]([C@@H]1CC(=O)O)OC(C)=O)OC1=CC=C(C=C1)\C=C/C(C1=CC=CC=C1)=O)COC(C)=O 2-[(2S,3R,4R,5R,6R)-3,5-Diacetyloxy-2-(acetyloxymethyl)-6-[4-[(Z)-3-oxo-3-phenylprop-1-enyl]phenoxy]oxan-4-yl]acetic acid